2'-fluoro-N2-isobutyryldeoxyguanosine-3'-yl 2-((3,4,5-tris(octadecyloxy)benzoyl) oxy)acetate C(CCCCCCCCCCCCCCCCC)OC=1C=C(C(=O)OCC(=O)O[C@@]2([C@H]([C@@H](O[C@@H]2CO)N2C=NC=3C(=O)NC(NC(C(C)C)=O)=NC23)F)O)C=C(C1OCCCCCCCCCCCCCCCCCC)OCCCCCCCCCCCCCCCCCC